C(C)OC(C1=NC(=CC=C1)C(C)(C)C#N)=O 6-(2-Cyanoprop-2-yl)picolinic acid ethyl ester